C(C)OC=1C=C(C=2N(C1)N=C1C2C=NN1)C=1C=CC(=NC1)N1CC(N(CC1)C(=O)OC(C)(C)C)CO tert-butyl 4-(5-(6-ethoxy-1H-pyrazolo[3',4':3,4]pyrazolo[1,5-a]pyridin-4-yl)pyridin-2-yl)-2-(hydroxymethyl)piperazine-1-carboxylate